NC1=NC=2C=C(C=CC2C2=C1N=C(N2)CCCC)P(=O)(CC)CC 4-amino-2-butyl-7-(diethylphosphoryl)-1H-imidazo[4,5-c]quinolin